FC1=CC(=CC=2N(C(=NC21)C2=CC=C(C=C2)S(=O)(=O)C)C)C2CCN(CC2)C2CCN(CC2)CCOC 4-Fluoro-6-(1'-(2-methoxyethyl)-[1,4'-bipiperidin]-4-yl)-1-methyl-2-(4-(methylsulfonyl)phenyl)-1H-benzo[d]imidazol